adipic acid, isocyanate C(CCCCC(=O)N=C=O)(=O)N=C=O